(4-amino-5-isopropyl-7-methyl-7H-pyrrolo[2,3-d]pyrimidin-6-yl)-3-azaspiro[5.5]undec-8-ene-3-carboxylic acid tert-butyl ester C(C)(C)(C)OC(=O)N1CC(C2(CC1)CC=CCC2)C2=C(C1=C(N=CN=C1N)N2C)C(C)C